[Na].FC1(OC(OC1(F)F)(C(C(F)(F)F)(F)F)C(O)(F)F)C(C(F)(F)F)(F)F perfluoro(2-hydroxymethyl-2,4-diethyl-1,3-dioxolane) sodium salt